2,6-dibromo-4-tertiary butyl-aniline BrC1=C(N)C(=CC(=C1)C(C)(C)C)Br